2-((5-chloro-2-((2-methoxy-4-(piperazin-1-yl)phenyl)amino)pyrimidin-4-yl)amino)-6-((2-fluorobenzyl)oxy)benzonitrile ClC=1C(=NC(=NC1)NC1=C(C=C(C=C1)N1CCNCC1)OC)NC1=C(C#N)C(=CC=C1)OCC1=C(C=CC=C1)F